ClCC1=NC=CC=C1OC(F)F 2-(chloromethyl)-3-(difluoromethoxy)pyridine